tert-butyl 1-methyl-6-(methylcarbamoyl)-3,4-dihydropyrrolo[1,2-a]pyrazine-2(1H)-carboxylate CC1C=2N(CCN1C(=O)OC(C)(C)C)C(=CC2)C(NC)=O